FC1(CC1)C1=NNC(=C1)C(=O)N 3-(1-fluorocyclopropyl)-1H-pyrazole-5-carboxamide